FC1=C(C=CC(=C1)[N+](=O)[O-])N1CC2CCC(C1)O2 3-(2-fluoro-4-nitrophenyl)-8-oxa-3-aza-bicyclo[3.2.1]octane